1-(4-phenylmercaptophenyl)-octane-1,2-dione-2-oxime C1(=CC=CC=C1)SC1=CC=C(C=C1)C(C(CCCCCC)=NO)=O